C1(=CC=CC=C1)C(CC(=O)N)C1=CC=CC=C1 3,3-diphenylpropanamide